C1CC(CCC1C(=O)O)N (1s,4s)-4-aminocyclohexanecarboxylic acid